C(C)N(C1=CC=C(C(=O)C2=CC=C(C=C2)N(CC)CC)C=C1)CC 4,4'-bis(diethyl-amino)benzophenon